N1=CN=C(C2=CC=CC=C12)N1CCCCC1 1-(quinazolin-4-yl)piperidine